O=C1NC=C(C(=C1C#N)C)I 2-Oxo-5-iodo-4-methylpyridine-3-carbonitrile